6-amino-5-methylpyrazolo[1,5-a]pyridine-7-carboxylic acid NC=1C(=CC=2N(C1C(=O)O)N=CC2)C